N1(CCNCC1)CC=1C=C(C=C(C1)C(F)(F)F)CC(=O)O 2-(3-(piperazin-1-ylmethyl)-5-(trifluoromethyl)phenyl)acetic acid